C(=C)[Si](O[Si](C=C)(OCC)OCC)(OCC)OCC 1,3-divinyl-tetraethoxydisiloxane